Octadeca-11E,13E,15Z-trienoic acid C(CCCCCCCCC\C=C\C=C\C=C/CC)(=O)O